2-(2-chloro-4-fluorophenyl)-N-[6-(3,4-difluorophenylamino)pyridazin-4-yl]acetamide ethyl-1-((2-(trimethylsilyl)ethoxy)methyl)-4-vinyl-1H-imidazole-2-carboxylate C(C)OC(=O)C=1N(C=C(N1)C=C)COCC[Si](C)(C)C.ClC1=C(C=CC(=C1)F)CC(=O)NC1=CN=NC(=C1)NC1=CC(=C(C=C1)F)F